C[C@@H]1N(CC1)C1=NC(=CC(=N1)C1=NOC(=N1)C(C(=O)N1CCNCC1)([2H])[2H])C(F)(F)F (S)-2-(3-(2-(2-methylazetidin-1-yl)-6-(trifluoromethyl)pyrimidin-4-yl)-1,2,4-oxadiazol-5-yl)-1-(piperazin-1-yl)ethan-1-one-2,2-d2